Ethyl 2-(3-(6-hydroxy-2-azaspiro[3.3]heptan-2-yl)isoxazol-5-yl)-3-methylbutanoate OC1CC2(CN(C2)C2=NOC(=C2)C(C(=O)OCC)C(C)C)C1